1-(trans-4-cyanotetrahydro-2H-pyran-3-yl)-3-[(3-ethyl-2-hydroxy-1,2-benzoxaborinin-6-yl)amino]pyrazole-4-carboxamide C(#N)[C@H]1[C@@H](COCC1)N1N=C(C(=C1)C(=O)N)NC=1C=CC2=C(C=C(B(O2)O)CC)C1